O=C1C=CC(=CN1)C(=O)O oxo-1,6-dihydropyridine-3-carboxylic acid